F[C@H]1C[C@H](N2N=C(N=C21)S(=O)(=O)[C@@H]2[C@H](C2)F)C2=C(C=CC=C2)F (5S,7S)-7-Fluoro-5-(2-fluorophenyl)-2-[(1S,2S)-2-fluorocyclopropyl]sulfonyl-6,7-dihydro-5H-pyrrolo[1,2-b][1,2,4]triazol